C(C1=CC=CC=C1)C1=C(C(=CC=C1)CC1=CC=CC=C1)Br 1,3-dibenzylbromobenzene